3-(2-((oxetane-3-carbonyl)oxy)-2,2-diphenylacetoxy)spiro[bicyclo[3.2.1]octane-8,1'-pyrrolidin]-1'-ium chloride [Cl-].O1CC(C1)C(=O)OC(C(=O)OC1CC2CCC(C1)[N+]21CCCC1)(C1=CC=CC=C1)C1=CC=CC=C1